(R)-N-((1S,9S)-9-ethyl-5-fluoro-9-hydroxy-4-methyl-10,13-dioxo-2,3,9,10,13,15-hexahydro-1H,12H-benzo[de]pyrano[3',4':6,7]indolizino[1,2-b]quinolin-1-yl)-2,4-dihydroxybutanamide C(C)[C@]1(C(OCC=2C(N3CC=4C(=NC=5C=C(C(=C6C5C4[C@H](CC6)NC([C@@H](CCO)O)=O)C)F)C3=CC21)=O)=O)O